methyl-(dimethylamino)-3-methylbutanamide CC(C(=O)N)(C(C)C)N(C)C